N-(3,4-dimethoxyphenyl)-5-(3,4,5-trimethoxyphenyl)-[1,2,4]triazolo[1,5-c]pyrimidin-2-amine COC=1C=C(C=CC1OC)NC1=NN2C(=NC=CC2=N1)C1=CC(=C(C(=C1)OC)OC)OC